3,3-dimethyl-2-(S)-hydroxybutyric acid benzyl ester C(C1=CC=CC=C1)OC([C@H](C(C)(C)C)O)=O